4-amino-3-(2-chloro-5-fluorophenyl)-2,3-dihydro-1H-pyrrolo[4,3-h]isoquinolin-1-one NC1=CC=2C=CN=CC2C2=C1C(NC2=O)C2=C(C=CC(=C2)F)Cl